(S)-(1-(5-(3',5-dichloro-2-methoxy-4'-(3-methyl-2-oxo-2,3-dihydro-1H-imidazol-1-yl)-[1,1'-biphenyl]-3-yl)pyridin-3-yl)pyrrolidin-3-yl)carbamic acid tert-butyl ester C(C)(C)(C)OC(N[C@@H]1CN(CC1)C=1C=NC=C(C1)C=1C(=C(C=C(C1)Cl)C1=CC(=C(C=C1)N1C(N(C=C1)C)=O)Cl)OC)=O